trans-N-[8-amino-6-(2-methyl-6-oxo-piperazin-1-yl)-3-isoquinolinyl]-2-cyano-cyclopropanecarboxamide NC=1C=C(C=C2C=C(N=CC12)NC(=O)[C@H]1[C@@H](C1)C#N)N1C(CNCC1=O)C